OC(CC=C)(CCC)CCC 4-hydroxy-4-propyl-1-heptene